ClC=1C=CC=2C(=CC=3NC4=CC=CC=C4C3C2)C1 8-chloro-5H-benzo[b]carbazole